1,1,2,2,3,3-hexafluorocyclopentane FC1(C(C(CC1)(F)F)(F)F)F